4-((3-(8-(((3S,4R)-3-fluoro-1-methylpiperidin-4-yl)amino)-3-(1-fluorovinyl)imidazo[1,2-a]pyridin-2-yl)prop-2-yn-1-yl)amino)-3-methoxy-N-methylbenzamide F[C@H]1CN(CC[C@H]1NC=1C=2N(C=CC1)C(=C(N2)C#CCNC2=C(C=C(C(=O)NC)C=C2)OC)C(=C)F)C